FC=1C=C(COC=2C=C(C(=O)O)C=C(C2)OCC2=CC(=C(C(=C2)F)F)F)C=C(C1F)F 3,5-di((3,4,5-trifluorobenzyl)oxy)benzoic acid